N-(2-chloro-6-(4-isopropylpiperazin-1-yl)phenyl)-4-(2-chlorophenyl)-4-methylpiperidine-1-carboxamide ClC1=C(C(=CC=C1)N1CCN(CC1)C(C)C)NC(=O)N1CCC(CC1)(C)C1=C(C=CC=C1)Cl